C[Si](C)(CCCN)O[Si](C)(C)CCCN 3,3'-(1,1,3,3-tetramethyldisiloxane-1,3-diyl)bispropylamine